3-pentyloctyl 8-((2-hydroxyethyl)(8-oxo-8-(((1S,2R,4S)-1,7,7-trimethyl-bicyclo[2.2.1]heptan-2-yl)oxy)octyl)amino)octanoate OCCN(CCCCCCCC(=O)OCCC(CCCCC)CCCCC)CCCCCCCC(O[C@H]1[C@]2(CC[C@@H](C1)C2(C)C)C)=O